sodium butanedisulfonate C(CCCS(=O)(=O)[O-])S(=O)(=O)[O-].[Na+].[Na+]